3-(((1-(2-Hydroxyethyl)azetidin-3-yl)carbamoyl)oxy)propane-1,2-diyl distearate C(CCCCCCCCCCCCCCCCC)(=O)OCC(COC(NC1CN(C1)CCO)=O)OC(CCCCCCCCCCCCCCCCC)=O